(3S,4S)-1-cyclohexyl-4-{[5-(2,4-difluoro-phenyl)-isoxazole-3-carbonyl]-amino}-piperidine-3-carboxylic acid ((R)-1-pyrazin-2-yl-ethyl)-amide N1=C(C=NC=C1)[C@@H](C)NC(=O)[C@H]1CN(CC[C@@H]1NC(=O)C1=NOC(=C1)C1=C(C=C(C=C1)F)F)C1CCCCC1